N-(2-(4-(4-ethylpiperazine-1-yl)piperidine-1-yl)-4-methoxy-5-((6-((R)-3-(3-methoxyphenyl)isoxazolidine-2-yl)pyrimidine-4-yl)amino)phenyl)acrylamide C(C)N1CCN(CC1)C1CCN(CC1)C1=C(C=C(C(=C1)OC)NC1=NC=NC(=C1)N1OCC[C@@H]1C1=CC(=CC=C1)OC)NC(C=C)=O